O=C1C(=C(C=NN1)N1C(COCC1)COC=1C=C(C=CC1)C(=O)N1CCN(CC1)C1=CC=C(C=N1)C#N)C(F)(F)F 6-(4-[[3-([4-[6-oxo-5-(trifluoromethyl)-1,6-dihydropyridazin-4-yl]morpholin-3-yl]methoxy)phenyl]carbonyl]piperazin-1-yl)pyridine-3-carbonitrile